trans-4-[(5-bromo-2-methyl-pyrimidin-4-yl)amino]cyclohexanol BrC=1C(=NC(=NC1)C)N[C@@H]1CC[C@H](CC1)O